2-[4-(trifluoromethyl)benzoyl]butanoate FC(C1=CC=C(C(=O)C(C(=O)[O-])CC)C=C1)(F)F